C(CCCCC=C)[C@H](N)C(=O)O (S)-2-(6-heptenyl)glycine